1-{1-[3-(2-fluorophenyl)isoxazol-5-yl]Ethyl}-3-iodo-1H-pyrrolo[2,3-d]Pyridin FC1=C(C=CC=C1)C1=NOC(=C1)C(C)N1C=C(C=2C1=CC=NC2)I